tetra-O-acetyl-α-D-glucopyranosyl bromide C(C)(=O)O[C@H]1[C@H](O[C@@H]([C@H]([C@@H]1OC(C)=O)OC(C)=O)COC(C)=O)Br